C(C)(C)(C)OC(=O)NCCNC(C(=O)OC)CCCC1=CC=CC=C1 methyl 2-[2-(tert-butoxycarbonylamino)ethylamino]-5-phenyl-pentanoate